CC12CC3(CC(CC(C1)C3)C2)C 1,3-Dimethyladamantane